[Na].[Na].OC=1C(=C(C(=C(C(=O)C2=CC=CC=C2)C1)OC)OC)O dihydroxydimethoxybenzophenone, disodium salt